2-(1-(4-fluorobenzamido)ethyl)-5-(3-fluoropicolinoyl)-5,6,7,8-tetrahydro-1,5-naphthyridin-1-ium 2,2,2-trifluoroacetate FC(C(=O)[O-])(F)F.FC1=CC=C(C(=O)NC(C)C2=[NH+]C=3CCCN(C3C=C2)C(C2=NC=CC=C2F)=O)C=C1